N1-{bicyclo[1.1.1]pentan-1-yl}benzene-1,2-diamine C12(CC(C1)C2)NC=2C(=CC=CC2)N